OCCC(CCCCCCCCCCCCC)O (9E)-1,3-dihydroxyhexadecane